CC=1NC=C(N1)CN1CCCCC1 2-methyl-4-(piperidin-1-ylmethyl)imidazol